FC1=C2C(=CC=C1C1(CC1)F)C(N(CC21CC1)CC(=O)NC1=NC=C(C=N1)F)=O 2-[5-fluoro-6-(1-fluorocyclopropyl)-1-oxospiro[3H-isoquinoline-4,1'-cyclopropane]-2-yl]-N-(5-fluoropyrimidin-2-yl)acetamide